C1OCC2=CC(=CC=C12)NC1=NC=C(C#N)C=C1 6-((1,3-dihydroisobenzofuran-5-yl)amino)nicotinonitrile